BrC=1C2=C(C(=NC1)C(=O)N1CCC=3N(N=C4CCN(C[C@H]1C34)C(C=C)=O)C3=CC=C(C=C3)C(C)C)N=CN2 |r| racemic-1-(5-(7-bromo-1H-imidazo[4,5-c]pyridine-4-carbonyl)-2-(4-isopropylphenyl)-2,3,4,5,5a,6,8,9-octahydro-7H-1,2,5,7-tetraazabenzo[cd]azulen-7-yl)prop-2-en-1-one